Cl.CC1=NC2=CC=CC=C2C(=N1)OCCCN1CC(CC1)(O)C1=CC=CC=C1 1-(3-((2-Methylquinazolin-4-yl)oxy)propyl)-3-phenylpyrrolidin-3-ol hydrochloride